6-(4-(trifluoromethyl)phenyl)morpholin-3-one FC(C1=CC=C(C=C1)C1OCC(NC1)=O)(F)F